Cl.Cl.FC=1C=C(C=CC1)C1=CC=CC2=C1N(C=N2)CCC[C@H]2NCCC[C@@H]2O (2R,3S)-2-(3-(7-(3-fluorophenyl)-1H-benzo[d]imidazol-1-yl)propyl)piperidin-3-ol dihydrochloride